3-(3,5-dichlorophenyl)-1-isopropylcarbamylhydantoin ClC=1C=C(C=C(C1)Cl)N1C(N(CC1=O)C(NC(C)C)=O)=O